C(C)OC(C)=O.O1C(=CC=C1)C(O)=S furancarbothioic acid ethyl-acetate